N1(CCC1)C=1C=C(N=NC1)NC1=CC2=C(N(C=N2)C2=CC=C(C(=N2)N2N=C(C=C2C)C(F)F)C(C)O)C=C1F 1-[6-[5-[[5-(azetidin-1-yl)pyridazin-3-yl]amino]-6-fluoro-benzoimidazol-1-yl]-2-[3-(difluoromethyl)-5-methyl-pyrazol-1-yl]-3-pyridinyl]ethanol